triphenylphosphine ruthenium nitrite N(=O)[O-].[Ru+3].C1(=CC=CC=C1)P(C1=CC=CC=C1)C1=CC=CC=C1.N(=O)[O-].N(=O)[O-]